S1C(=CC=C1)CCOC1=CC=C(C=C1)CC1C(NC(S1)=O)=O (5Z)-5-[[4-(2-Thiophen-2-ylethoxy)phenyl]Methyl]-1,3-thiazolidine-2,4-dione